2-((3,4-dichlorophenyl)thio)-1-(4-(5-(trifluoromethyl)-1,2,4-oxadiazol-3-yl)phenyl)ethan-1-one ClC=1C=C(C=CC1Cl)SCC(=O)C1=CC=C(C=C1)C1=NOC(=N1)C(F)(F)F